N1(CCCC1)C1=C(CN2CCN(CC2)C(=O)O)C=CC(=C1)C(F)(F)F 4-(2-(pyrrolidine-1-yl)-4-(trifluoromethyl)benzyl)piperazine-1-formic acid